3-hydroxy-2,2-dimethylpropane (hydroxypivalyl hydroxypivalate) OC(C(C(=O)O)(C)C)(O)C(C(C)(C)C)=O.OCC(C)(C)C